O=C1NC(CCC1N1N=CC2=CC(=CC=C12)CC=O)=O 2-(1-(2,6-dioxopiperidin-3-yl)-1H-indazol-5-yl)acetaldehyde